C[C@H](/C=C/CC(C)C)[C@H]1CC[C@@H]2[C@@]1(CC[C@H]3[C@H]2CCC4=C3C=CC(=C4)O)C The molecule is a 3-hydroxy steroid that is (22E)-19-norcholesta-1,3,5(10),22-tetraene substituted by a hydroxy group at position 3.It is isolated from the Hainan soft coral Dendronephthya studeri. It has a role as a coral metabolite.